C1(CCCCC1)C1=CC=C(C=C1)NC=1C2=C(N=C(N1)C1CCOCC1)C(N(C2)C(C)C)=O 4-((4-cyclohexylphenyl)amino)-6-isopropyl-2-(tetrahydro-2H-pyran-4-yl)-5,6-dihydro-7H-pyrrolo[3,4-d]pyrimidin-7-one